COC1=NC(=NC(=C1)NC)NC(OC1=CC=CC=C1)=O phenyl (4-methoxy-6-methylaminopyrimidin-2-yl)-carbamate